SC(CCSCC(C)SCCC(C)S)C 1,2-bis-(3'-mercaptobutylthio)propane